ClC1=C(C(=CC=C1)F)C1=NOC(=C1CO[C@@H]1[C@@H]2CN([C@H](C1)C2)C2=C(C=C(C=C2)CCC(=O)O)F)C2CC2 |&1:15| 3-[4-[(1S,4S,SR)-5-[[3-(2-chloro-6-fluorophenyl)-5-cyclopropyl-1,2-oxazol-4-yl]methoxy]-2-azabicyclo[2.2.1]heptan-2-yl]-3-fluorophenyl]propanoic acid